C(CCCCCCCCCCC)C(=S)SC(C(=O)O)(C)C dodecyl-thiocarbonylthio-2-methylpropanoic acid